6-((R)-2-((3aS,4S,5S,6aR)-3a,4-dihydroxy-5-phenoxyhexahydrocyclopenta[c]pyrrol-2(1H)-yl)-1-hydroxyethyl)-3,4-dihydroquinolin-2(1H)-one O[C@@]12[C@@H](CN(C1)C[C@H](O)C=1C=C3CCC(NC3=CC1)=O)C[C@@H]([C@@H]2O)OC2=CC=CC=C2